OC=1C=C(C=CC1)\C=C/C(=O)C1=CC=C(C=C1)OCC=1N(C=CN1)C (Z)-3-(3-Hydroxyphenyl)-1-[4-[(1-methylimidazol-2-yl)methoxy]phenyl]prop-2-en-1-one